[C@@H]12N(C[C@@H](NC1)CC2)C2=C1C=NC(=NC1=C(C(=C2)C2=CC(=CC1=CC=C(C(=C21)C#C)F)O)F)OC[C@]21CCCN1C[C@@H](C2)F 4-(5-((1S,4S)-2,5-diazabicyclo[2.2.2]octan-2-yl)-8-fluoro-2-(((2R,7aS)-2-fluorotetrahydro-1H-pyrrolizin-7a(5H)-yl)methoxy)quinazolin-7-yl)-5-ethynyl-6-fluoronaphthalen-2-ol